difluoroacethydrazide FC(C(=O)NN)F